[N+](=O)([O-])C1=C(C=NO)C(=CC=C1)[N+](=O)[O-] 2,6-dinitrobenzaldehyde oxime